1-((S or R)-1-(4-methyl-6-((1R,5S)-2-oxo-3-azabicyclo[3.1.0]hexan-3-yl)pyridin-3-yl)ethyl)-N-((cis)-3-(4-methylpyridin-2-yl)cyclobutyl)-1H-pyrazole-4-carboxamide CC1=C(C=NC(=C1)N1C([C@@H]2C[C@@H]2C1)=O)[C@H](C)N1N=CC(=C1)C(=O)N[C@@H]1C[C@@H](C1)C1=NC=CC(=C1)C |o1:14|